(1S,2S,3S,6R)-4-(fluoromethyl)-6-(((4-methylcyclohexyl)methyl)amino)cyclohex-4-ene-1,2,3-triol FCC=1[C@@H]([C@@H]([C@H]([C@@H](C1)NCC1CCC(CC1)C)O)O)O